The molecule is a N-acylethanolamine phosphate in which the acyl group is specifed as (9Z)-octadec-9-enoyl. It is a lysophosphatidic acid-1 (LPA1) receptor agonist. It derives from an oleic acid. CCCCCCCC/C=C\\CCCCCCCC(=O)NCCOP(=O)(O)O